ClC=1C=C(CN(C2=CC=C(CN3CCC3)C=C2)C)C=CC1Cl 1-(4-((3,4-dichlorobenzyl)(methyl)amino)benzyl)azetidine